N-((1,2,3,5,6,7-Hexahydro-s-indacen-4-yl)carbamoyl)-1-methyl-5-(morpholine-4-carbonyl)-1H-pyrazole-3-sulfonamide, Sodium Salt [Na].C1CCC2=C(C=3CCCC3C=C12)NC(=O)NS(=O)(=O)C1=NN(C(=C1)C(=O)N1CCOCC1)C